CC=1N(C=CN1)C1=CC(=NC=N1)C[C@@H]1CC[C@H](CC1)C(=O)N1OCC[C@H]1C1=CC=C(C=C1)C trans-[4-[[6-(2-methylimidazol-1-yl)pyrimidin-4-yl]methyl]cyclohexyl]-[(3S)-3-(p-tolyl)isoxazolidin-2-yl]methanone